4-Acetylaminobiphenyl C(C)(=O)NC1=CC=C(C=C1)C1=CC=CC=C1